P(=O)(OC1=CC=CC=C1)(OCCP(=O)=O)[O-] phenyl phosphoethyl phosphate